3-(5-Amino-8-bromo-2-(hydroxymethyl)-[1,2,4]triazolo[1,5-c]pyrimidin-7-yl)benzonitrile NC1=NC(=C(C=2N1N=C(N2)CO)Br)C=2C=C(C#N)C=CC2